8-fluoro-4-[1-(1H-pyrazol-3-ylmethyl)-1H-1,2,3-triazol-4-yl]quinazolin-2-amine FC=1C=CC=C2C(=NC(=NC12)N)C=1N=NN(C1)CC1=NNC=C1